4-[hydroxy(methyl)phosphono]-DL-homoalanine OOP(=O)(OC)CC[C@H](N)C(=O)O |r|